NC=1C(=C(C=C2C=C(N=CC12)NC(OC1(CN(C1)C(C)=O)C)=O)C=1C=NC=C(C1C)N)F 1-acetyl-3-methylazetidin-3-yl (8-amino-6-(5-amino-4-methylpyridin-3-yl)-7-fluoroisoquinolin-3-yl)carbamate